CN(C1=NC=C(C=C1)N)C 2-DIMETHYLAMINO-5-AMINOPYRIDINE